C1(CC1)S(=O)(=O)N1N=CC(=C1)C1=NC=CC(=N1)NC1=NC=C(C(=C1)NC1CCC(CC1)O)C#CC=1C=NN(C1)CCF (1s,4s)-4-((2-((2-(1-(Cyclopropylsulfonyl)-1H-pyrazol-4-yl)pyrimidin-4-yl)amino)-5-((1-(2-fluoroethyl)-1H-pyrazol-4-yl)ethynyl)pyridin-4-yl)amino)cyclohexan-1-ol